tert-butyl N-[3-methyl-5-[[2-[(2R,5S)-5-methyl-2-[4-(2,2,2-trifluoroethylamino)phenyl]-1-piperidyl]-2-oxo-acetyl]amino]-2-pyridyl]carbamate CC=1C(=NC=C(C1)NC(C(=O)N1[C@H](CC[C@@H](C1)C)C1=CC=C(C=C1)NCC(F)(F)F)=O)NC(OC(C)(C)C)=O